5-cyclohexylnorbornene C1(CCCCC1)C1C2C=CC(C1)C2